DECANOL C(CCCCCCCCC)O